O1C(=CC=C1)C(C)(C)C=1OC=CC1 2,2-di(2-furanyl)propane